1-(piperidin-4-yl)-1H-pyrazole-4-carboxylic acid ethyl ester C(C)OC(=O)C=1C=NN(C1)C1CCNCC1